ethyl (Z)-2-(5-chloro-2,3,4-trifluorobenzoyl)-3-ethoxyacrylate ClC=1C(=C(C(=C(C(=O)/C(/C(=O)OCC)=C/OCC)C1)F)F)F